2-(pyridin-4-ylethynyl)pyrazine N1=CC=C(C=C1)C#CC1=NC=CN=C1